3-[(Z)-2-fluoro-2-{5-[(4-methylpiperazin-1-yl)methyl]Pyridin-3-yl}ethenyl]-N-(2-hydroxy-3,3-dimethylbutyl)-4-methylbenzamide F\C(=C/C=1C=C(C(=O)NCC(C(C)(C)C)O)C=CC1C)\C=1C=NC=C(C1)CN1CCN(CC1)C